FC=1C=C(C(=O)Br)C=C(C1F)F 3,4,5-trifluorobenzoyl bromide